methyl 3-(3-(2-aminopyridin-4-yl) phenyl)-2,2-dimethylpropionate NC1=NC=CC(=C1)C=1C=C(C=CC1)CC(C(=O)OC)(C)C